2-(4-methoxy-4-oxobut-2-eneamido)-4-methylpentanoic acid COC(C=CC(=O)NC(C(=O)O)CC(C)C)=O